[(2'S,7R)-2-chloro-2'-methyl-1'-(1H-pyrazol-4-ylmethyl)spiro[4,5-dihydrothieno[2,3-c]pyran-7,4'-piperidine]-3-yl]methanol ClC1=C(C2=C(S1)[C@@]1(C[C@@H](N(CC1)CC=1C=NNC1)C)OCC2)CO